FC1=C(C=CC2=C1OC1=C2C=CC(=C1F)C(F)(F)F)C1=CCC(CC1)C1CCC(CC1)CCC 4,6-difluoro-3-[4-(4-propylcyclohexyl)cyclohex-1-enyl]-7-(trifluoromethyl)dibenzofuran